3-butyl-3-methyl-2,4-pentanediol bis(diphenylphosphonite) C1(=CC=CC=C1)P(O)(O)C1=CC=CC=C1.C1(=CC=CC=C1)P(O)(O)C1=CC=CC=C1.C(CCC)C(C(C)O)(C(C)O)C